[O-]S(=O)(=O)C(F)(F)F.C(=O)(O)CCNC([C@H](C(COC(=O)OC(C(=O)OC1CC2CCC(C1)[N+]21CCCC1)(C1=CC=CC=C1)C1=CC=CC=C1)(C)C)O)=O 3-(2-((((S)-4-((2-carboxyethyl)amino)-3-hydroxy-2,2-dimethyl-4-oxobutoxy)carbonyl)oxy)-2,2-diphenylacetoxy)spiro[bicyclo[3.2.1]octane-8,1'-pyrrolidin]-8-ium triflate